3-amino-3-methyltetrahydrothiophene 1,1-dioxide NC1(CS(CC1)(=O)=O)C